(8'-bromo-4'H-spiro[cyclopropane-1,5'-naphtho[2,1-d]isoxazol]-3'-yl)-2-ethoxybenzenesulfonamide BrC1=CC=C2C3(CC=4C(=NOC4C2=C1)C=1C(=C(C=CC1)S(=O)(=O)N)OCC)CC3